FC1(C(=C(C1(F)F)C(C(F)(F)F)(C(F)(F)F)C(F)(F)F)C(C(F)(F)F)(C(F)(F)F)C(F)(F)F)F 3,3,4,4-tetrafluoro-1,2-bis(1,1,1,3,3,3-hexafluoro-2-(trifluoromethyl)propan-2-yl)cyclobut-1-ene